Heptadecan-9-yl (Z)-8-((2-hydroxyethyl) (8-(non-2-en-1-yloxy)-8-oxooctyl)amino)octanoate OCCN(CCCCCCCC(=O)OC(CCCCCCCC)CCCCCCCC)CCCCCCCC(=O)OC\C=C/CCCCCC